NCC1=CC=C(C=C1)C1=CC(=C(C=C1)F)S(=O)(=O)N1CCC2(C[C@H](CO2)NC[C@@H](COC2=CC(=CC=C2)S(=O)(=O)C2(CC2)CO)O)CC1 (S)-1-((R)-8-(4'-(Aminomethyl)-4-fluorobiphenyl-3-ylsulfonyl)-1-oxa-8-azaspiro[4.5]-decan-3-ylamino)-3-(3-(1-(hydroxymethyl)cyclopropylsulfonyl)phenoxy)propan-2-ol